Tetraphenyl-dipropylene glycol diphosphite OP(O)OP(O)O.C1(=CC=CC=C1)C(C(C1=CC=CC=C1)(C1=CC=CC=C1)C1=CC=CC=C1)(COC(C)CO)O